2-[(1r,2s)-2-(tert-butoxycarbonylamino)cyclobutyl]acetic acid C(C)(C)(C)OC(=O)N[C@@H]1[C@H](CC1)CC(=O)O